S1C=C(C=C1)CO[C@@H]1C[C@H](NC1)C(=O)O (2S,4R)-4-(3-thienylmethoxy)pyrrolidine-2-carboxylic acid